6-Chloro-1',2,2-trimethyl-2,3-dihydro-1H-spiro[pyrazolo[1,2-a]indazole-9,3'-pyrrolidine]-1,2',5'-trione ClC=1C=CC2=C(C1)N1N(C(C(C1)(C)C)=O)C21C(N(C(C1)=O)C)=O